(R)-5-(2-hydroxyethyl)-N-(3'-(5-((3-hydroxypyrrolidin-1-yl)methyl)picolinamido)-2,2'-dimethyl-[1,1'-biphenyl]-3-yl)-4,5,6,7-tetrahydropyrazolo[1,5-a]pyrazine-2-carboxamide OCCN1CC=2N(CC1)N=C(C2)C(=O)NC=2C(=C(C=CC2)C2=C(C(=CC=C2)NC(C2=NC=C(C=C2)CN2C[C@@H](CC2)O)=O)C)C